4-(benzyloxy)-2-fluorobenzoic acid C(C1=CC=CC=C1)OC1=CC(=C(C(=O)O)C=C1)F